3-(Boc-amino)-3-methylazetidine C(=O)(OC(C)(C)C)NC1(CNC1)C